ClC1=CC=C(C=C1)C=1C=C(C(N(N1)C=1SC(=CC1)F)=O)C(=O)N[C@H](CO)C 6-(4-chlorophenyl)-2-(5-fluoro-2-thienyl)-N-[(2S)-1-hydroxyprop-2-yl]-3-oxo-2,3-dihydropyridazine-4-carboxamide